dicyclohexyl-(3,5-difluorophenyl)phosphine C1(CCCCC1)P(C1=CC(=CC(=C1)F)F)C1CCCCC1